C(C)C1=CC(=C(C=C1)NC=1C=NC=C(C1C)CC1=C(C(=NC=C1)NS(NC)(=O)=O)F)F N-(4-ethyl-2-fluorophenyl)-5-({3-fluoro-2-[(methylsulfamoyl)amino]pyridin-4-yl}methyl)-4-methylpyridin-3-amine